ClC1=NC=C(C(=O)NC=2C=CC(=NC2)C=2N=NN(C2NC(O[C@H](C)C=2C(=NC=C(C2)F)F)=O)C)C=C1 (R)-1-(2,5-difluoropyridin-3-yl)ethyl (4-(5-(6-chloronicotinamido)pyridin-2-yl)-1-methyl-1H-1,2,3-triazol-5-yl)carbamate